[dimethylamino(3-triazolo[4,5-b]pyridinyloxy)methylidene]dimethylammonium CN(C)C(ON1N=NC=2C1=NC=CC2)=[N+](C)C